(R)-[(2S)-1-[[3,5-bis(trifluoromethyl)phenyl]methyl]-5-vinyl-quinuclidin-1-ium-2-yl]-(6-methoxy-4-quinolyl)methanol bromide [Br-].FC(C=1C=C(C=C(C1)C(F)(F)F)C[N+]12[C@@H](CC(C(C1)C=C)CC2)[C@H](O)C2=CC=NC1=CC=C(C=C21)OC)(F)F